CC=1N=C(SC1NC1=NC=C(C(=N1)NCCCN1C(OCCC1)=O)C(F)(F)F)N1CCN(CC1)C 3-(3-((2-((4-methyl-2-(4-methylpiperazin-1-yl)thiazol-5-yl)amino)-5-(trifluoromethyl)pyrimidin-4-yl)amino)propyl)-1,3-oxazinan-2-one